C(C1=CC=CC=C1)OC(=O)N1CC(C1)CSC1CN(C1)C(=O)OC(C)(C)C tert-butyl 3-((1-(benzyloxycarbonyl)azetidin-3-yl)methylthio)azetidine-1-carboxylate